butenic anhydride C(C=CC)(=O)OC(C=CC)=O